NC1=C(C(=NC(=N1)C1=CC(=C(C=C1)I)F)C(=O)O)OC 6-amino-2-(3-fluoro-4-iodophenyl)-5-methoxypyrimidine-4-carboxylic acid